6-fluoro-N-methyl-4-(4,4,5,5-tetramethyl-1,3,2-dioxaborolan-2-yl)picolinamide FC1=CC(=CC(=N1)C(=O)NC)B1OC(C(O1)(C)C)(C)C